tricyclo[4.2.2.02,5]decane-3,4,7,8-tetracarboxylic acid C12C3C(C(C3C(C(C1C(=O)O)C(=O)O)CC2)C(=O)O)C(=O)O